CNC(=O)C1=NC=C(C=C1)OC1=NC(=NC(=C1)C1C(CCCC1)C)NS(=O)(=O)C=1C=NN(C1)C N-methyl-5-[6-(2-methylcyclohexyl)-2-[(1-methylpyrazol-4-yl)sulfonylamino]pyrimidin-4-yl]oxy-pyridine-2-carboxamide